C1=CC=CC=2C3=CC=CC=C3N(C12)C=1C=C(C=CC1)N1C2=CC=CC=C2C=2C=C(C=CC12)C#N 9-(3-(9H-carbazol-9-yl)phenyl)-9H-carbazole-3-carbonitrile